methyl 2-fluoroprop-2-enoate FC(C(=O)OC)=C